(E)-N'-(pyridin-4-ylmethylene)-6-(6-(trifluoromethoxy)pyridin-3-yl)pyrazine-2-carbohydrazide N1=CC=C(C=C1)\C=N\NC(=O)C1=NC(=CN=C1)C=1C=NC(=CC1)OC(F)(F)F